NCC1(CCN(CC1)C=1C=C(N=NC1)C1=C(C=CC=C1)O)C1=CC=CC=C1 2-(5-(4-(aminomethyl)-4-phenylpiperidin-1-yl)pyridazin-3-yl)phenol